N-((1S)-1-cyclohexyl-2-((2-(methylcarbamoyl)-2-(6-oxo-5,7-diazaspiro[2.5]octan-5-yl)-2,3-dihydro-1H-inden-5-yl)amino)-2-oxoethyl)-1-(3-hydroxycyclobutyl)-1H-pyrazole-5-carboxamide C1(CCCCC1)[C@@H](C(=O)NC=1C=C2CC(CC2=CC1)(N1CC2(CC2)CNC1=O)C(NC)=O)NC(=O)C1=CC=NN1C1CC(C1)O